ClC=1C=C(C=CC1)C1=NN(N=C1)C(C(=O)C1=CC=CC=C1)CC1=CC=CC=C1 (4-(3-chlorophenyl)-2H-1,2,3-triazol-2-yl)-1,3-diphenylpropan-1-one